(S)-3-methoxy-N1-(oxetan-2-ylmethyl)-5-(1H-tetrazol-5-yl)benzene-1,2-diamine COC1=C(C(=CC(=C1)C1=NN=NN1)NC[C@H]1OCC1)N